C1=NC=CC2=C1C1C(C2)C1C(=O)O 5,5a,6,6a-tetrahydrocyclopropa[4,5]cyclopenta[1,2-c]pyridine-6-carboxylic acid